2-butoxy-9-(tetrahydro-2H-pyran-2-yl)-9H-purin-6-amine C(CCC)OC1=NC(=C2N=CN(C2=N1)C1OCCCC1)N